FC=1C=CC(=C(C=O)C1)C=1C=NC(=NC1)C(F)(F)F 5-fluoro-2-(2-(trifluoromethyl)pyrimidin-5-yl)benzaldehyde